[Cl-].[Cl-].C[Si](=[Zr+2](C1C=CC2=CC=C3C(=C12)C=CC=C3)C3C=CC1=CC=C2C(=C31)C=CC=C2)C dimethylsilanediyl-bis(benzindenyl)zirconium dichloride